NC1=C(C=O)C=C(N=C1Cl)C 3-AMINO-2-CHLORO-6-METHYLISONICOTINALDEHYDE